C1C2=C(C(=C(N2)CC3=C(C(=C(N3)CC4=C(C(=C(N4)CC5=C(C(=C1N5)CC(=O)[O-])CCC(=O)[O-])CC(=O)[O-])CCC(=O)[O-])CC(=O)[O-])CCC(=O)[O-])CC(=O)[O-])CCC(=O)[O-] The molecule is the cyclic tetrapyrrole anion that is the octacarboxylate anion of uroporphyrinogen I. It is a conjugate base of a uroporphyrinogen I.